C(C(C)C)OC=1C(=C(C(=CC1)C)C)OCC(C)C diisobutoxy-o-xylene